(5-(fluoromethyl)-1,4-dioxan-2-yl)methanol FCC1OCC(OC1)CO